2-(bromomethyl)-3-nitrobenzoic acid methyl ester COC(C1=C(C(=CC=C1)[N+](=O)[O-])CBr)=O